4-(7-(8-ethylnaphthalen-1-yl)-8-fluoro-2-((hexahydro-1H-pyrrolizin-7a-yl)methoxy)pyrido[4,3-d]pyrimidin-4-yl)-6-methyl-1,4-oxazepan-6-ol C(C)C=1C=CC=C2C=CC=C(C12)C1=C(C=2N=C(N=C(C2C=N1)N1CCOCC(C1)(O)C)OCC12CCCN2CCC1)F